(2R)-2-[1-[(3-Chloropyridin-2-yl)oxy]ethyl]pyrrolidine-1-carboxylic acid tert-butyl ester C(C)(C)(C)OC(=O)N1[C@H](CCC1)C(C)OC1=NC=CC=C1Cl